Methyl-4-((9-((2R,3R,5S)-3-acetoxy-5-(acetoxymethyl)tetrahydrofuran-2-yl)-2-amino-8-oxo-8,9-dihydro-7H-purin-7-yl)methyl)thiophen-2-carboxylat COC(=O)C=1SC=C(C1)CN1C(N(C2=NC(=NC=C12)N)[C@@H]1O[C@@H](C[C@H]1OC(C)=O)COC(C)=O)=O